(9-carbazolyl)-isophthalonitrile C1=CC=CC=2C3=CC=CC=C3N(C12)C1=C(C#N)C=CC=C1C#N